5-((N-tert-butoxycarbonyl-2-ethyl-1,4-diazacycloheptan-1-yl)sulfonyl)-1-methoxyisoquinoline C(C)(C)(C)OC(=O)N1CC(N(CCC1)S(=O)(=O)C1=C2C=CN=C(C2=CC=C1)OC)CC